C(CCCCCCCCC(=O)[O-])(=O)OC1CC(NC(C1)(C)C)(C)C (2,2,6,6-tetramethyl-4-piperidyl) sebacate